phenanthrolinequinone N=1C(C(C=C2C=CC3=CC=CN=C3C12)=O)=O